bis-(triphenylphosphine) palladium(II) dichloride [Pd](Cl)Cl.C1(=CC=CC=C1)P(C1=CC=CC=C1)C1=CC=CC=C1.C1(=CC=CC=C1)P(C1=CC=CC=C1)C1=CC=CC=C1